Methyl 2-(1-hydroxycyclopropyl)-2-methylpropionate OC1(CC1)C(C(=O)OC)(C)C